1-methyl-indole-5-carboxylic Acid CN1C=CC2=CC(=CC=C12)C(=O)O